O[C@@H]1[C@H](O)[C@H](O)CO1 alpha-D-erythrose